4-((4-methoxybenzyl)amino)-N,N-dimethyl-7-(1-(tetrahydro-2H-pyran-2-yl)-1H-pyrazol-5-yl)pyrrolo[1,2-a]quinoxaline-2-carboxamide COC1=CC=C(CNC=2C=3N(C4=CC=C(C=C4N2)C2=CC=NN2C2OCCCC2)C=C(C3)C(=O)N(C)C)C=C1